2-((1H-pyrazol-3-yl)methyl)-5-methyl-7-((1-methyl-1H-pyrazol-3-yl)methyl)thiazolo[3',2':1,2]pyrrolo[3,4-d]pyridazin-6(7H)-one N1N=C(C=C1)CC1=CN2C(=C3C=NN(C(C3=C2C)=O)CC2=NN(C=C2)C)S1